C(C=C)N1S(C2=C(C3=C1N=CC=C3)N=C(N=C2)NC2=CC(=C(C=C2)N2CCN(CC2)C)C)(=O)=O 6-allyl-N-[3-methyl-4-(4-methylpiperazin-1-yl)phenyl]-6H-pyrido[2,3-c]pyrimido[4,5-e][1,2]thiazin-2-amine 5,5-dioxide